4-{[6-(5-chloro-2-fluorophenyl)pyridazin-4-yl]amino}quinolin-7-yl 2-methyl-2,6-diazaspiro[3.4]octane-6-carboxylate CN1CC2(C1)CN(CC2)C(=O)OC2=CC=C1C(=CC=NC1=C2)NC2=CN=NC(=C2)C2=C(C=CC(=C2)Cl)F